p-methoxybenzenesulfonyl-urea COC1=CC=C(C=C1)S(=O)(=O)NC(=O)N